ClC=1C=C2C(=CC1)NC(C21CCN(CC1)CCOC=1C=NC=2N(C(CCC2C1)=O)C1CC(C1)(O)CC)=O 5-chloro-1'-[2-({7-oxo-8-[3-ethyl-3-hydroxycyclobutyl]-5,6,7,8-tetrahydro-1,8-naphthyridin-3-yl}oxy)ethyl]-1,2-dihydrospiro[indole-3,4'-piperidin]-2-one